N1(N=NN=C1)C[C@H](C)OC=1C=C(C=CC1Cl)C=1C=NC(=NC1)NC=1C(=NN(C1)C1CCC(CC1)N1CCOCC1)OCCCOCCOCCOCCOCCOC 5-(3-(((S)-1-(1H-tetrazol-1-yl)propan-2-yl)oxy)-4-chlorophenyl)-N-(3-((2,5,8,11,14-pentaoxaheptadecan-17-yl)oxy)-1-((1r,4r)-4-morpholinocyclohexyl)-1H-pyrazol-4-yl)pyrimidin-2-amine